COC(=O)C=1SC(=CC1)NC(CC1=C(C=C(C(=C1)O)C(C)(C)C)F)=O 5-[[2-(4-tert-butyl-2-fluoro-5-hydroxy-phenyl)acetyl]amino]thiophene-2-carboxylic acid methyl ester